FC1=CC=C(C=C1)[C@@H]1N(CCC2=CC=CC=C12)C(=O)[C@H]1C[C@H]([C@H](CO1)NC(OC(C)(C)C)=O)O tert-butyl ((3S,4R,6R)-6-((S)-1-(4-fluorophenyl)-1,2,3,4-tetrahydroisoquinoline-2-carbonyl)-4-hydroxytetrahydro-2H-pyran-3-yl)carbamate